3-((2,5-dichloropyrimidin-4-yl)amino)butan-1-ol ClC1=NC=C(C(=N1)NC(CCO)C)Cl